N-(3-((2-((2R,4R,5S)-5-fluoro-4-methoxy-2-methylpiperidin-1-yl)pyrimidin-4-yl)amino)-5-isopropyl-8-((2R,3S)-2-methyl-3-((methylsulfonyl)methyl)azetidin-1-yl)isoquinolin-6-yl)acrylamide F[C@@H]1[C@@H](C[C@H](N(C1)C1=NC=CC(=N1)NC=1N=CC2=C(C=C(C(=C2C1)C(C)C)NC(C=C)=O)N1[C@@H]([C@H](C1)CS(=O)(=O)C)C)C)OC